N1(CCNCCC1)C=1C=2N(C=CC1)C(=CN2)N2C(NC(CC2)=O)=O [8-(1,4-diazepan-1-yl)imidazo[1,2-a]pyridin-3-yl]hexahydropyrimidine-2,4-dione